phenyl(2-fluorophenyl) (2,2,2-trifluoroethyl)phosphonate FC(CP(OC1=C(C(=CC=C1)C1=CC=CC=C1)F)([O-])=O)(F)F